(2E,4E)-5-(6-methoxypyridin-3-yl)-1-(piperidin-1-yl)-2,4-pentadien-1-one COC1=CC=C(C=N1)/C=C/C=C/C(=O)N1CCCCC1